(E)-2-(pent-1-enyl)pyridine C(=C\CCC)/C1=NC=CC=C1